2-(3-aminoprop-1-yn-1-yl)-4-(4-(4-((9-chloro-7-(2-fluoro-6-methoxyphenyl)-5H-benzo[c]pyrimido[4,5-e]azepin-2-yl)amino)-2-methoxybenzoylamino)butanoylamino)benzoic acid methyl ester COC(C1=C(C=C(C=C1)NC(CCCNC(C1=C(C=C(C=C1)NC=1N=CC2=C(C3=C(C(=NC2)C2=C(C=CC=C2OC)F)C=C(C=C3)Cl)N1)OC)=O)=O)C#CCN)=O